O1C(=CC=C1)C=O 1-(furan-2-yl)methanone